ClC=1C(=C(C=CC1)C(C(C(F)(F)F)(F)F)N(C(CN1C(C2=CC=CC=C2C1=O)=O)=O)C1CC1)F N-(1-(3-chloro-2-fluorophenyl)-2,2,3,3,3-pentafluoropropyl)-N-cyclopropyl-2-(1,3-dioxoisoindolin-2-yl)acetamide